[1,3]thiazolo[4,5-e]isoindole-3-carboxylate N1=CS(C2=C1C1=CNC=C1C=C2)C(=O)[O-]